2-(4-amino-8-methyl-6-(trifluoromethyl)-9H-pyrido[4',3':4,5]pyrrolo[2,3-d]pyrimidin-9-yl)acetic acid NC=1C2=C(N=CN1)N(C1=C2C=C(N=C1C)C(F)(F)F)CC(=O)O